pivaloyloxyferrocenecarboxamide C(C(C)(C)C)(=O)OC=1[C-](C=CC1)C(=O)N.[CH-]1C=CC=C1.[Fe+2]